6-((R)-2-((3aS,5S,6aR)-5-(2,4-difluorophenoxy)-3a-hydroxyhexahydrocyclopenta[c]pyrrol-2(1H)-yl)-1-hydroxyethyl)-3,4-dihydroquinolin-2(1H)-one FC1=C(O[C@@H]2C[C@@]3([C@@H](CN(C3)C[C@H](O)C=3C=C4CCC(NC4=CC3)=O)C2)O)C=CC(=C1)F